5-Oxo-N-(4-((3-pentylphenyl)amino)benzyl)pyrrolidine-3-carboxamide O=C1CC(CN1)C(=O)NCC1=CC=C(C=C1)NC1=CC(=CC=C1)CCCCC